2-((S)-4-(7-(8-chloro-7-fluoronaphthalen-1-yl)-8-fluoro-2-(((2R,7aS)-2-fluorotetrahydro-1H-pyrrolizin-7a(5H)-yl)methoxy)pyrido[4,3-d]pyrimidin-4-yl)piperazin-2-yl)acetonitrile ClC=1C(=CC=C2C=CC=C(C12)C1=C(C=2N=C(N=C(C2C=N1)N1C[C@@H](NCC1)CC#N)OC[C@]12CCCN2C[C@@H](C1)F)F)F